N-(6-amino-5-methyl-3-pyridyl)-2-[(2R,5S)-2-[(1S,3R)-3-hydroxycyclohexyl]-5-methyl-1-piperidyl]-2-oxo-acetamide NC1=C(C=C(C=N1)NC(C(=O)N1[C@H](CC[C@@H](C1)C)[C@@H]1C[C@@H](CCC1)O)=O)C